(6-fluoropyridin-2-yl)methanamine FC1=CC=CC(=N1)CN